C(C1=CC=CC=C1)C(C(=O)NC=1C=NC2=C(C=CC=C2C1C)F)(CC#C)C 2-benzyl-N-(8-fluoro-4-methyl-3-quinolyl)-2-methyl-pent-4-ynamide